(Z)-2,2-difluoro-N1-(2-methylphenyl)acethydrazide FC(C(=O)N(N)C1=C(C=CC=C1)C)F